6-(4-(methoxycarbonyl)phenyl)-4-(1-methyl-1H-pyrazol-4-yl)-3,6-dihydropyridine-1(2H)-carboxylic acid benzyl ester C(C1=CC=CC=C1)OC(=O)N1CCC(=CC1C1=CC=C(C=C1)C(=O)OC)C=1C=NN(C1)C